((1S,2R,5S)-6,6-dimethylbicyclo[3.1.1]heptan-2-yl)methanol CC1([C@H]2CC[C@H]([C@@H]1C2)CO)C